NCCCO[Si](OC)(OC)CCCN (aminoethyl)-γ-aminopropyltrimethoxysilane